CCC(/C=C/C=C\\C/C=C\\C=C\\C=C\\[C@H]1[C@@H](O1)CCCC(=O)O)O The molecule is a polyunsaturated fatty acid consisting of (7E,9E,11Z,14Z,16E)-icosapentaenoic acid carrying additional 18-hydroxy and (5S,6S)-epoxy groups. It is an epoxy fatty acid, an icosanoid, a long-chain fatty acid and a hydroxy polyunsaturated fatty acid. It is a conjugate acid of a 5(S),6(S)-epoxy-18-hydroxy-(7E,9E,11Z,14Z,16E)-icosapentaenoate.